Dimethyl-octanol CC(CCCCCCC)(O)C